C(#N)C=1C(=NC(=CC1)C1CC1)NC1=C2C=NN(C2=CC=C1)C(=O)OC(C)(C)C tert-butyl 4-((3-cyano-6-cyclopropylpyridin-2-yl)amino)-1H-indazole-1-carboxylate